C(C)(C)(C)OC(=O)N(C(OC(C)(C)C)=O)C1=NC=CC(=C1F)CC=1C=NC=C(C1C)NC1=C(C=C(C=C1)C1CC1)F tert-butyl N-tert-butoxycarbonyl-N-[4-[[5-(4-cyclopropyl-2-fluoro-anilino)-4-methyl-3-pyridyl]methyl]-3-fluoro-2-pyridyl]carbamate